(R)-1-(2-((2-((3-chloro-2-fluorophenylmethyl)amino)-2-oxoethyl)(1-hydroxypropan-2-yl)amino)-2-oxoethyl)-1H-indazole-3-carboxamide ClC=1C(=C(C=CC1)CNC(CN(C(CN1N=C(C2=CC=CC=C12)C(=O)N)=O)[C@@H](CO)C)=O)F